NC1=NC2=CC=C(C=C2C=C1C)C(=O)N(CC1=NC=C(C=C1)C(F)(F)F)[C@@H](C)[C@H](C)O 2-amino-N-((2S,3S)-3-hydroxy-2-butanyl)-3-methyl-N-((5-(trifluoromethyl)-2-pyridinyl)methyl)-6-quinolinecarboxamide